4-((5-(bromoethynyl)-2-methylphenyl)sulfonyl)morpholine BrC#CC=1C=CC(=C(C1)S(=O)(=O)N1CCOCC1)C